dichlorodi-tert-butyl-(4-dimethylaminobenzene) ClC(C(C)(C)C1=C(C=C(C=C1)N(C)C)C(C)(C)C)Cl